CC1=C(C=CC=C1C(F)(F)F)C1CCN(CC1)C(=O)C1CC2(C1)NC(OC2)=O (2s,4s)-2-(4-(2-methyl-3-(trifluoromethyl)phenyl)piperidine-1-carbonyl)-7-oxa-5-azaspiro[3.4]octan-6-one